2-methyl-5-(2-triisopropylsilylethynyl)pyrazol-3-ol CN1N=C(C=C1O)C#C[Si](C(C)C)(C(C)C)C(C)C